Heptane-1-carboxamide hydrochloride Cl.C(CCCCCC)C(=O)N